Ethyl 1-(3-chloro-4-methylpyridin-2-yl)-5-(trifluoromethyl)-1H-pyrazole-4-carboxylate ClC=1C(=NC=CC1C)N1N=CC(=C1C(F)(F)F)C(=O)OCC